C(C(C)C)(=O)N1C2=C(OCC1)N=CC(=C2)NC2=CC=C(C=N2)C2=CC=C(C=C2)N2C(CCC2)=O 1-(4-(6-((1-isobutyryl-2,3-dihydro-1H-pyrido[2,3-b][1,4]oxazin-7-yl)amino)pyridin-3-yl)phenyl)pyrrolidin-2-one